ClC=1OC=CC1Cl 2,3-dichlorofuran